4,4-bis(tert-butylperoxy)pentanoic acid butyl ester C(CCC)OC(CCC(C)(OOC(C)(C)C)OOC(C)(C)C)=O